FC1=C(C=CC(=C1)F)NC=1N(C2=NC(=NC=C2N1)N[C@@H]1CC[C@H](CC1)O)[C@H]1CC[C@H](CC1)C(=O)N 4-[8-[(2,4-difluorophenyl)amino]-2-[(trans-4-hydroxycyclohexyl)amino]-9H-purin-9-yl]-cis-cyclohexanecarboxamide